C1(CCCCCCC\C=C/CCCCCCCC(N1)=O)=O oleic acid imide